CC1=NN(C(=C1)C)C=1N=C(C2=C(N1)N(C=C2)C)NC2=CC=C(C=C2)F 2-(3,5-dimethyl-1H-pyrazol-1-yl)-7-methyl-N-(4-fluorophenyl)-7H-pyrrolo[2,3-d]pyrimidin-4-amine